C(C=C)(=O)N1CCN(CC1)C(C=C)=O 1,4-diacrylylpiperazine